(R)-5-ethynyl-2-(6-((1-(2-hydroxyethyl)piperidin-3-yl)amino)-4-methylpyridazin-3-yl)phenol C(#C)C=1C=CC(=C(C1)O)C=1N=NC(=CC1C)N[C@H]1CN(CCC1)CCO